3-(ethyl(tetrahydro-2H-pyran-4-yl)amino)-2-methyl-5-(5-((tetrahydro-2H-pyran-4-yl)amino)isoindolin-2-yl)benzoic acid C(C)N(C=1C(=C(C(=O)O)C=C(C1)N1CC2=CC=C(C=C2C1)NC1CCOCC1)C)C1CCOCC1